2,6-dimethylphenylene cyanate CC1(C(C(=CC=C1)C)OC#N)OC#N